C(C)(C)(C)OC(=O)N([C@H]1CN(CCC1)C=1C=CC(=NC1)CC(=O)OCC)CC1CC1 ethyl (R)-2-(5-(3-((tert-butoxycarbonyl)(cyclopropylmethyl)amino)piperidin-1-yl)pyridin-2-yl)acetate